C(=O)(O)CCC1=CC(=C(OCC[C@H]([C@@H](CCOC2=C(C=C(C=C2Cl)C=2OC(=C(N2)C(=O)O)CC)Cl)O)O)C(=C1)Cl)Cl 2-[4-[(3R,4R)-6-[4-(2-carboxyethyl)-2,6-dichloro-phenoxy]-3,4-dihydroxy-hexoxy]-3,5-dichloro-phenyl]-5-ethyl-oxazole-4-carboxylic acid